C(C)C1=CC(N(N1C)C1=CC=CC=C1)=O 5-ethyl-1-methyl-2-phenyl-1,2-dihydro-3H-pyrazol-3-one